3,5-dimethyl-4-((6-oxo-4-(1,1,2,2-tetrafluoroethyl)-1,6-dihydropyrimidin-5-yl)oxy)benzonitrile CC=1C=C(C#N)C=C(C1OC1=C(N=CNC1=O)C(C(F)F)(F)F)C